N-[[6-[methyl(phenethyl)amino]-2-pyridyl]sulfonyl]-2-(2,2,4-trimethylpyrrolidin-1-yl)pyridine-3-carboxamide CN(C1=CC=CC(=N1)S(=O)(=O)NC(=O)C=1C(=NC=CC1)N1C(CC(C1)C)(C)C)CCC1=CC=CC=C1